N-(1,4-dioxonaphthalen-2-yl)benzamide O=C1C(=CC(C2=CC=CC=C12)=O)NC(C1=CC=CC=C1)=O